CC1(CCN(CC1)CC=1C=C2C(N(CC2=C(C1)C(F)(F)F)C1=CC(=CC=C1)C1(COC1)CC1=NN=CN1C)=O)C#N 4-methyl-1-((2-(3-(3-((4-methyl-4H-1,2,4-triazol-3-yl)methyl)oxetan-3-yl)phenyl)-3-oxo-7-(trifluoromethyl)isoindolin-5-yl)methyl)piperidine-4-carbonitrile